C1(CC1)COC([C@@H](NC(=O)OC(C)(C)C)C)=O (tert-Butoxycarbonyl)-L-alanine cyclopropylmethyl ester